3-(benzyloxy)-6-(5-(4-(pyrimidin-2-yl)piperazin-1-yl)pent-1-yn-1-yl)picolinic acid methyl ester COC(C1=NC(=CC=C1OCC1=CC=CC=C1)C#CCCCN1CCN(CC1)C1=NC=CC=N1)=O